ClC=1C=C2C=NN(C2=CC1N1C[C@H]2CO[C@@H](C1)[C@]2(O)C)C=2C=NN(C2)C2CC2 (1S,5S,8S)-3-[5-chloro-1-(1-cyclopropylpyrazol-4-yl)indazol-6-yl]-8-methyl-6-oxa-3-azabicyclo[3.2.1]octan-8-ol